NC1=C(C=C(C=C1C(=O)N)C1=CC=NC=C1)C1=C(C(=CC=C1)O)C 2-amino-3'-hydroxy-2'-methyl-5-(pyridin-4-yl)-[1,1'-biphenyl]-3-carboxamide